C[N+]1=CN(C=C1)CCC 3-methyl-1-propyl-imidazolium